Cl.Cl.Cl.C1(=CC(=CC(=C1)N)N)N 1,3,5-benzenetriamine trihydrochloride